ClC=1C=C(C=C2C(=C(C=NC12)C#N)NCC(C)(C)C)N[C@H](C=1N=NN(C1)C1(CC1)C)C1=C2C=CN(C(C2=CC=C1)=O)C(C)C (S)-8-chloro-6-(((2-isopropyl-1-oxo-1,2-dihydroisoquinolin-5-yl)(1-(1-methylcyclopropyl)-1H-1,2,3-triazol-4-yl)methyl)amino)-4-(neopentylamino)quinoline-3-carbonitrile